(1r,3r)-N-[3-(3-chlorophenyl)-1,2-oxazol-5-yl]-3-(cyanoamino)-N-methylcyclobutane-1-carboxamide ClC=1C=C(C=CC1)C1=NOC(=C1)N(C(=O)C1CC(C1)NC#N)C